C(#N)C1=CC=C(C=C1)C1=CC2=C(N=C(O2)C2=CC=C(C=C2)C=2C3=CC=CC=C3C=3C=CC=CC3C2)C(=C1)C=1C2=CC=CC=C2C=2C=CC=CC2C1 6-(4-cyano-phenyl)-4-(phenanthren-9-yl)-2-{4-(phenanthren-9-yl)-phenyl}-benzoxazole